(±)-4-(4-(1-aminoethyl)-8-fluoroquinolin-6-yl)-5-chloro-N-(1-(methylsulfonyl)piperidin-4-yl)pyrimidin-2-amine N[C@H](C)C1=CC=NC2=C(C=C(C=C12)C1=NC(=NC=C1Cl)NC1CCN(CC1)S(=O)(=O)C)F |r|